racemic-tert-butyl (S)-8-(4-(2,3,9-trimethyl-6-(oxazol-2-ylmethyl)-6H-thieno[3,2-f][1,2,4]triazolo[4,3-a][1,4]diazepin-4-yl)phenyl)-2-azaspiro[4.5]decane-2-carboxylate CC1=C(C=2C(=N[C@H](C=3N(C2S1)C(=NN3)C)CC=3OC=CN3)C3=CC=C(C=C3)C3CCC1(CCN(C1)C(=O)OC(C)(C)C)CC3)C |r|